(S)-(4-(6-chloropyrimidin-4-yl)morpholin-2-yl)methanol ClC1=CC(=NC=N1)N1C[C@H](OCC1)CO